N-((S)-1-((3R,5'S)-5'-cyano-2-oxospiro[indoline-3,3'-pyrrolidine]-1'-yl-6-d)-4-methyl-1-oxopent-2-yl)-4,6,7-trifluoro-N-methyl-1H-indole-2-carboxamide C(#N)[C@@H]1C[C@@]2(CN1C([C@H](CC(C)C)N(C(=O)C=1NC3=C(C(=CC(=C3C1)F)F)F)C)=O)C(NC1=CC(=CC=C12)[2H])=O